NC1=CC(=C(C(=N1)Cl)Cl)SC=1C=2N(C(=NC1)C1C(C3(CC1)CCNCC3)(N)C)C=CN2 (8-((6-amino-2,3-dichloropyridin-4-yl)thio)imidazo[1,2-c]pyrimidin-5-yl)-1-methyl-8-azaspiro[4.5]decan-1-amine